tert-Butyl rac-(3S)-6-(2-isopropylindazol-6-yl)-3-methyl-3,4-dihydro-2H-pyridine-1-carboxylate C(C)(C)N1N=C2C=C(C=CC2=C1)C1=CC[C@@H](CN1C(=O)OC(C)(C)C)C |r|